FC1=C(N(C2=CC=CC=C12)F)C=1C=C(C=CC1)C difluoro-2-(m-tolyl)-1H-indole